Dimethyl 2,6-dicyclopropyl-4-(thieno[2,3-b]pyridin-3-yl)-1,4-dihydropyridine-3,5-dicarboxylate C1(CC1)C=1NC(=C(C(C1C(=O)OC)C1=CSC2=NC=CC=C21)C(=O)OC)C2CC2